2-chloro-6-((2S,5R)-4-(1-(4-(trifluoromethyl)phenyl)propyl)-5-ethyl-2-methylpiperazin-1-yl)-8-methyl-9-(((S)-tetrahydrofuran-2-yl)methyl)-9H-purine ClC1=NC(=C2N=C(N(C2=N1)C[C@H]1OCCC1)C)N1[C@H](CN([C@@H](C1)CC)C(CC)C1=CC=C(C=C1)C(F)(F)F)C